N=1C=CN2C1C=CC(=C2)C2=CNC1=NC=C(C=C12)C(=O)NC=1C=NN(C1)C1CCN(CC1)C 3-(imidazo[1,2-a]pyridin-6-yl)-N-(1-(1-methylpiperidin-4-yl)-1H-pyrazol-4-yl)-1H-pyrrolo[2,3-b]pyridine-5-carboxamide